rac-9-(2-amino-6-(2,2,2-trifluoro-1-(3-methyl-oxetan-3-yl)ethoxy)pyrimidin-4-yl)-1-(3,4-difluorophenyl)-1,9-diazaspiro[5.5]undecan-2-one NC1=NC(=CC(=N1)N1CCC2(CCCC(N2C2=CC(=C(C=C2)F)F)=O)CC1)O[C@@H](C(F)(F)F)C1(COC1)C |r|